NCCOCCOCCOCCOCCOCCOCCOCCOCCOC1=C(C=CC=C1)N(C(C1=CC(=C(C=C1)Cl)C=1C=NC(=CC1C#N)C(F)(F)F)=O)C N-(2-((26-amino-3,6,9,12,15,18,21,24-octaoxahexacosyl)oxy)phenyl)-4-chloro-3-(4-cyano-6-(trifluoromethyl)pyridin-3-yl)-N-methylbenzamide